BrC1=C(NC2=C1N=C(N=C2)C=2C(=NC=CC2)C2CC2)CN(C(OC(C)(C)C)=O)C tert-butyl N-[[7-bromo-2-(2-cyclopropyl-3-pyridyl)-5H-pyrrolo[3,2-d]pyrimidin-6-yl]methyl]-N-methyl-carbamate